lithium bis(phenylboronate) C1(=CC=CC=C1)B([O-])[O-].C1(=CC=CC=C1)B([O-])[O-].[Li+].[Li+].[Li+].[Li+]